NC=1C(=NC(=CN1)C1=CC(=C2C3(CN(CC2=C1)C)CC3)C)N3N=CC(=C3)C(=O)N(C)C3CC3 (3-amino-6-(2',5'-dimethyl-2',3'-dihydro-1'H-spiro[cyclopropan-1,4'-isoquinolin]-7'-yl)pyrazin-2-yl)-N-cyclopropyl-N-methyl-1H-pyrazole-4-carboxamide